2,2-difluoro-1-[2-(2,2,2-trifluoroethoxymethyl)-4-pyridyl]ethanone FC(C(=O)C1=CC(=NC=C1)COCC(F)(F)F)F